CC1(CCN(CC1)C=1OC2=C(C=C(C=C2C(C1)=O)OC)C(C)NC1=C(C(=O)O)C=CC=C1)C 2-[1-[2-(4,4-dimethyl-1-piperidyl)-6-methoxy-4-oxo-chromen-8-yl]ethylamino]benzoic acid